3-(3-((6-((3-fluoropyridin-4-yl)methoxy)pyridin-3-yl)methyl)isoxazol-5-yl)pyridin-2-amine FC=1C=NC=CC1COC1=CC=C(C=N1)CC1=NOC(=C1)C=1C(=NC=CC1)N